Cl.CC1=CC=C(OC2=CC=C(C=C2)NN)C=C1 4-(p-methylphenoxy)phenylhydrazine hydrochloride